1,3-dimethylaminodinitromethylenepropane 2-cyclopropyl-2-(3-(((trans)-4-(2-fluoro-5-methoxyphenyl)cyclohexyl)methoxy)phenyl)ethyl-methanesulfonate C1(CC1)C(CCS(=O)(=O)O)C1=CC(=CC=C1)OC[C@@H]1CC[C@H](CC1)C1=C(C=CC(=C1)OC)F.CNC(CCNC)=C([N+](=O)[O-])[N+](=O)[O-]